C(=O)(C(=O)O)CC(=O)O.C(=O)(C(=O)O)CC(=O)O oxaloacetic acid (oxaloacetate)